19-(azetidin-1-yl)-11,16,16-trimethyl-13-oxa-2,6,10,11,17,18,22,25-octazapentacyclo[15.5.2.13,7.08,12.020,24]pentacosa-1(22),3,5,7(25),8(12),9,18,20,23-nonaene N1(CCC1)C1=NN2C(CCOC=3N(N=CC3C=3N=CC=C(NC4=NC=C1C2=C4)N3)C)(C)C